NC=1C(=NC=CC1C(CC(=O)N1CCOCC1)=O)Cl 1-(3-amino-2-chloropyridin-4-yl)-3-morpholin-4-ylpropane-1,3-dione